B(O)(O)CCC=1C(=C(C(=O)O)C(=CC1)OC1CN(C1)C([C@H](N(C)C)CC(N)=O)=O)O 3-(2-Boronoethyl)-6-{[1-(N,N-dimethyl-D-asparaginoyl)azetidin-3-yl]oxy}-2-hydroxybenzoic acid